tert-butyl N-[2-[2-[2-[2-[2-[2-(2-azidoethoxy)ethoxy] ethoxy]ethoxy]ethoxy] ethoxy]ethyl]-N-methyl-carbamate N(=[N+]=[N-])CCOCCOCCOCCOCCOCCOCCN(C(OC(C)(C)C)=O)C